[Cl-].CN1C(=[N+](C=C1)C)C 1,2,3-trimethylimidazolium chloride salt